FC(C=1C=C(C=CC1)C=1C=C2C(=NC1)C(=NN2CC(=O)N(C)C)F)F 2-[6-[3-(Difluoromethyl)phenyl]-3-fluoro-pyrazolo[4,3-b]pyridin-1-yl]-N,N-dimethyl-acetamide